3-(4-Bromothiazol-2-yl)-1-tosyl-1H-pyrrolo[2,3-b]pyridine-5-carbonitrile BrC=1N=C(SC1)C1=CN(C2=NC=C(C=C21)C#N)S(=O)(=O)C2=CC=C(C)C=C2